FC1=CC=C(C=C1)[C@H](C)NC1=NC(=CC(=N1)NC1=NC=CN=C1)C=1SC=CN1 (S)-N2-[1-(4-fluorophenyl)ethyl]-N4-(pyrazin-2-yl)-6-(thiazol-2-yl)pyrimidine-2,4-diamine